2-(furan-2-carboxamido)-N-(2-chloro-6-methylphenyl)-1,3-selenazol-5-carboxamide O1C(=CC=C1)C(=O)NC=1[Se]C(=CN1)C(=O)NC1=C(C=CC=C1C)Cl